2'-Bromo-1-methyl-5'-oxo-5',6'-dihydro-4'H-spiro[piperidine-4,7'-pyrazolo[1,5-a]pyrimidine]-3'-carbonitrile BrC1=NN2C(NC(CC23CCN(CC3)C)=O)=C1C#N